3-(5-{3,3-dimethyl-1-[(1r,3r)-3-(piperidin-4-yloxy)cyclobutyl]piperidin-4-yl}-4-fluoro-1-oxo-3H-isoindol-2-yl)piperidine-2,6-dione CC1(CN(CCC1C=1C(=C2CN(C(C2=CC1)=O)C1C(NC(CC1)=O)=O)F)C1CC(C1)OC1CCNCC1)C